NC1=NC2=C(C=3N1N=C(N3)C=3OC=CC3)C=NN2C(C(=O)NC[C@@H]2COCC2)(C)C2=CC=CC=C2 2-(5-amino-2-(furan-2-yl)-7H-pyrazolo[4,3-e][1,2,4]triazolo[1,5-c]pyrimidin-7-yl)-2-phenyl-N-(((R)-tetrahydrofuran-3-yl)methyl)propanamide